C1=CC=CC=2C3=CC=CC=C3C(C12)COC(=O)NC(C(=O)O)CC 2-(9H-fluoren-9-ylmethoxycarbonyl-amino)-butyric acid